FC1=CC=C(C=C1)[C@H](C)NC(CCC1=NC=2C(=NC=CC2)N1CC1=CC=C(C=C1)OCC(C)C)=O N-[(S)-1-(4-Fluoro-phenyl)-ethyl]-3-[3-(4-isobutoxy-benzyl)-3H-imidazo[4,5-b]pyridin-2-yl]-propionamide